C1(CCC1)CN1C(N(CC12CCC(CC2)(C2=CC=CC=C2)N(C)C)CC2=CC=NC=C2)=O 1-(cyclobutyl-methyl)-8-dimethylamino-8-phenyl-3-(pyridin-4-ylmethyl)-1,3-diazaspiro[4.5]decan-2-one